O1C=CC2=C1C=C(C=C2)C(=O)N2C(C1=CC(=C(C(=C1CC2)Cl)C(=O)N)Cl)=C=O (2S)-2-(benzofuran-6-carbonyl)-5,7-dichloro-1-carbonyl-1,2,3,4-tetrahydroisoquinoline-6-carboxamide